3-bromo-6-(2-fluoro-5-(trifluoromethyl)benzyl)-7,8-dihydro-1,6-naphthyridine-5(6H)-one BrC=1C=NC=2CCN(C(C2C1)=O)CC1=C(C=CC(=C1)C(F)(F)F)F